2-(4-Methoxybenzyl)-7-(2-oxo-2-(4-(5-(trifluoromethyl)pyrimidin-2-yl)piperazin-1-yl)ethyl)-4-(trifluoromethyl)-2,5,6,7-tetrahydro-3H-cyclopenta[c]pyridazin-3-one COC1=CC=C(CN2N=C3C(=C(C2=O)C(F)(F)F)CCC3CC(N3CCN(CC3)C3=NC=C(C=N3)C(F)(F)F)=O)C=C1